C(C)(C)OC1=C(C=CC(=N1)CC1CC2(CN(C2)C(=O)OCCCC)C1)C butyl 6-((6-isopropoxy-5-methylpyridin-2-yl)methyl)-2-azaspiro[3.3]heptane-2-carboxylate